C1(=CC=CC=C1)C(COC)CCC(C)(OC)C1=CC=CC=C1 2,5-diphenyl-1,5-dimethoxyhexane